ClC1=CC=C(C=C1)[C@@]1(N(C(C2=CC(=CC=C12)C(COC=1C=NC=CC1)(C)O)=O)CC1=NC=C(C=C1)Cl)OC (3R)-3-(4-chlorophenyl)-2-[(5-chloropyridin-2-yl)methyl]-6-[2-hydroxy-1-(pyridin-3-yloxy)propan-2-yl]-3-methoxy-2,3-dihydro-1H-isoindol-1-one